CN(NC(C1=C(C=C(C=C1)/C(=C/C(C(F)(F)F)C1=CC(=C(C(=C1)Cl)Cl)Cl)/F)C(F)(F)F)=O)C1=NC=CC=N1 (Z)-N'-methyl-N'-(pyrimidin-2-yl)-4-(1,4,4,4-tetrafluoro-3-(3,4,5-trichlorophenyl)but-1-en-1-yl)-2-(trifluoromethyl)benzoyl-hydrazine